tris(3-chloro-4-methylphenyl)hexylborate ClC=1C=C(C=CC1C)C(CCCCCOB([O-])[O-])(C1=CC(=C(C=C1)C)Cl)C1=CC(=C(C=C1)C)Cl